N1(CCCCC1)C1CCN(CC1)C(/C=C/C=1C=C(C=CC1)/C=C/C(=O)NO)=O (E)-3-[3-((E)-3-[1,4']bipiperidinyl-1'-yl-3-oxo-propenyl)-phenyl]-N-hydroxy-acrylamide